BrC=1C=C2C(=NC1)NC(N2[C@H]2CN(CC2)C(=O)OC(C)(C)C)=O |r| (rac)-tert-butyl 3-(6-bromo-2-oxo-3H-imidazo[4,5-b]pyridin-1-yl)pyrrolidine-1-carboxylate